FC1=CC=C(OC=2SC(=CN2)CNC(=O)C2=CC3=C(N(C(N3)=O)C)C=C2)C=C1 N-((2-(4-fluorophenoxy)thiazol-5-yl)methyl)-1-methyl-2-oxo-2,3-dihydro-1H-benzimidazole-5-carboxamide